CN(CCNCCN(C)C)C Bis(2-dimethylaminoethyl)amin